bis(dibenzo[b,d]furan-2-yl)amine C1=C(C=CC=2OC3=C(C21)C=CC=C3)NC3=CC2=C(OC1=C2C=CC=C1)C=C3